BrC1=CSC(=C1)Br 3,5-Dibromothiophen